C(C)(C)(C)OC(=O)N1[C@H]([C@H](CCC1)C(=O)N1C[C@H](CC1)N(C)C)C(=O)O (2R,3S)-1-tert-butoxycarbonyl-3-[(3S)-3-(dimethylamino)pyrrolidine-1-carbonyl]piperidine-2-carboxylic acid